2-(1-ethyl-3-methyl-1H-pyrazole-5-carboxamido)-7-methyl-1H-benzofuro[4,5-d]imidazole-5-carboxamide C(C)N1N=C(C=C1C(=O)NC1=NC2=C(N1)C=1C=C(OC1C(=C2)C(=O)N)C)C